C[N+]1(CCC(CCC1)C=1C=C(C(=CC1)NC(=O)C1=NOC(=C1)C)C=1CCCCC1)C 1,1-dimethyl-4-(6-(5-methylisoxazole-3-carboxamido)-2',3',4',5'-tetrahydro-[1,1'-biphenyl]-3-yl)azepan-1-ium